C(CCCCCCCCCCCCCCC)N n-hexadecylamine